N1=CC(=CC=C1)C=1SC=CN1 2-(pyridin-3-yl)-1,3-thiazol